3-(3-(3-methoxy-3-oxopropyl)phenyl)-5-(trifluoromethoxy)benzo[b]thiophene-2-carboxylic acid COC(CCC=1C=C(C=CC1)C=1C2=C(SC1C(=O)O)C=CC(=C2)OC(F)(F)F)=O